BrC1=C(C(=CC=C1)Cl)NC(=O)C=1C(=NC(=NC1)NC=1C=NN(C1)[C@H](CNC)C)OCC (S)-N-(2-bromo-6-chlorophenyl)-4-ethoxy-2-((1-(1-(methylamino)propan-2-yl)-1H-pyrazol-4-yl)amino)pyrimidine-5-carboxamide